FC(C)(F)C1=CC(=C(C(=O)N)C=C1)F 4-(1,1-difluoroethyl)-2-fluorobenzamide